FC(S(=O)(=O)OC1=C(C=C(C=C1)F)C1=C(C=CC2=CC=CC=C12)N(C)C)(F)F 2-(2-(Dimethylamino)naphthalen-1-yl)-4-fluorophenyl trifluoromethanesulfonate